ethyl (R)-2-(4-((tert-butoxycarbonyl)amino)phenyl)-3,4,5,6-tetrahydropyridine-3-carboxylate C(C)(C)(C)OC(=O)NC1=CC=C(C=C1)C1=NCCC[C@H]1C(=O)OCC